3-((8-(3-azabicyclo[3.1.0]hex-3-yl)pyrido[3,4-d]pyrimidin-2-yl)amino)-1,6-dimethyl-5,6,7,8-Tetrahydro-1,6-naphthyridin-2(1H)-one C12CN(CC2C1)C1=NC=CC2=C1N=C(N=C2)NC=2C(N(C=1CCN(CC1C2)C)C)=O